C1=CC=C(C(=C1)C(=O)CC(=O)[O-])N The molecule is a 3-oxo monocarboxylic acid anion obtained by deprotonation of the carboxy group of 2-aminobenzoylacetic acid; major species at pH 7.3. It is a conjugate base of a 2-aminobenzoylacetic acid.